C1(=CC=CC=C1)C1(CCC2(OCCO2)CC1)CCN1C=NC=C1 1-(2-(8-Phenyl-1,4-dioxaspiro[4.5]decan-8-yl)ethyl)-1H-imidazole